BrC1=C(C(=O)NNC(CCCNC(OCC2=CC=CC=C2)=O)=O)C=C(C=C1)C Benzyl (4-(2-(2-bromo-5-methylbenzoyl)hydrazineyl)-4-oxobutyl)carbamate